1-[6-[1-(2,4-difluorophenyl)-4-hydroxy-pyrazolo[3,4-d]pyrimidin-6-yl]-3,6-diazabicyclo[3.1.1]heptan-3-yl]-2,2,2-trifluoro-ethanone FC1=C(C=CC(=C1)F)N1N=CC=2C1=NC(=NC2O)N2C1CN(CC2C1)C(C(F)(F)F)=O